C(OC(CC)C1COC1)(OC(CC)C1COC1)=O bis[1-ethyl (3-oxetanyl) methyl] carbonate